(S)-di-tert-butyl ((4-((5,7-difluorochroman-4-yl)oxy)-6-(dimethylcarbamoyl)-2-methyl-1H-benzo[d]imidazol-1-yl)methyl) phosphate P(=O)(OC(C)(C)C)(OC(C)(C)C)OCN1C(=NC2=C1C=C(C=C2O[C@H]2CCOC1=CC(=CC(=C21)F)F)C(N(C)C)=O)C